5-(3-fluorophenyl)-1,3,4-oxadiazole-2-carbohydrazide FC=1C=C(C=CC1)C1=NN=C(O1)C(=O)NN